(3-chlorophenyl)-5-phenylAzole-4-carboxylic acid ethyl ester C(C)OC(=O)C=1C=C(NC1C1=CC=CC=C1)C1=CC(=CC=C1)Cl